FC1=CC=2C3(C(N(C2C=C1)S(=O)(=O)C1=CC=C(C)C=C1)C(CO3)C(=O)[O-])C(F)(F)F 7-fluoro-4-p-toluenesulfonyl-8b-(trifluoromethyl)-3,3a,4,8b-tetrahydro-2H-furo[3,2-b]indole-3-carboxylate